tert-butyl 3-[2-[(2-chloroacetyl)amino]-1-hydroxy-ethyl]azetidine-1-carboxylate ClCC(=O)NCC(O)C1CN(C1)C(=O)OC(C)(C)C